dimethyl-4-octylaniline CN(C1=CC=C(C=C1)CCCCCCCC)C